N-((1S)-1-(1-(5-((ethyl(methyl)(oxo)-λ6-sulfaneylidene)amino)pyridin-2-yl)-1H-1,2,4-triazol-5-yl)ethyl)-3-nitro-5-(trifluoromethyl)benzamide C(C)S(=O)(C)=NC=1C=CC(=NC1)N1N=CN=C1[C@H](C)NC(C1=CC(=CC(=C1)C(F)(F)F)[N+](=O)[O-])=O